(2R)-4-(4-methoxyphenoxy)-2-methylbutane-1,2-diol COC1=CC=C(OCC[C@](CO)(O)C)C=C1